tert-butyl N-[2'-(4-methoxynaphthalene-1-sulfonamido)ethyl]carbamate COC1=CC=C(C2=CC=CC=C12)S(=O)(=O)NCCNC(OC(C)(C)C)=O